C(C)(C)(C)OC(=O)N[C@@H]([C@H](C(=O)OC)CC1=C(C=CC(=C1)C)CNC(=O)OC(C)(C)C)C (2R,3R)-methyl 3-((tert-butoxycarbonyl)amino)-2-(2-(((tert-butoxycarbonyl)amino)methyl)-5-methylbenzyl)butanoate